C(CCCCC#CCCCCC#C)OC1OCCCC1 2-(tridec-6,12-diyn-1-yloxy)tetrahydro-2H-pyran